[Ca].C1=NC=CC=2C(=CC=CC12)S(=O)(=O)N1C(CNCC1)C 1-(5-Isoquinolinesulfonyl)-2-Methylpiperazine Calcium